BrC1=C2C=CC=NC2=C(C=C1CN(C(OC(C)(C)C)=O)C(=O)OC(C)(C)C)Cl Tert-butyl N-[(5-bromo-8-chloro-6-quinolinyl) methyl]-N-tert-butoxycarbonyl-carbamate